tert-butyl (2-amino-4-(trifluoromethyl)phenyl)carbamate NC1=C(C=CC(=C1)C(F)(F)F)NC(OC(C)(C)C)=O